C(CCCCCCC\C=C/CCCCCCCC)(=O)OC1=CC=C(C=C1)C(C)=O p-oleoyl-oxyacetophenone